2-methyl-N-[(1R)-3-methyl-1-[(2S)-5-oxotetrahydrofuran-2-yl]butyl]propane-2-sulfinamide CC(C)(C)S(=O)N[C@H](CC(C)C)[C@H]1OC(CC1)=O